(R)-2-((7-chloro-6-fluoro-2-methyl-4-carbonylquinolin-1(4H)-yl)methyl)pyrrolidine-1-carboxylic acid tert-butyl ester C(C)(C)(C)OC(=O)N1[C@H](CCC1)CN1C(=CC(C2=CC(=C(C=C12)Cl)F)=C=O)C